C(#N)C=1C=C(C=CC1F)NC(=O)C1=C(N(C(=C1C)C(C(=O)NC1(COC1)C)=O)C)C (3-cyano-4-fluorophenyl)-1,2,4-trimethyl-5-(2-(3-methyloxetan-3-ylamino)-2-oxoacetyl)-1H-pyrrole-3-carboxamide